4-ethylpiperidine-4-carboxylic acid C(C)C1(CCNCC1)C(=O)O